N,N-dimethylaminooxide CN(C)ON(C)C